C12C(C3CC(CC(C1)C3)C2)N adamantan-2-amine